2-chloro-N-[[[4-(2,2-dichloro-1,1-difluoroethoxy)-phenyl]-amino]-carbonyl]-benzamide ClC1=C(C(=O)NC(=O)NC2=CC=C(C=C2)OC(C(Cl)Cl)(F)F)C=CC=C1